COC1=C(C=CC=C1)C1=CC(=NC=C1C(=O)NC=1SC=2C(=NC=C(C2)[C@@H]2OCCCC2)N1)C |o1:25| (R or S)-4-(2-methoxyphenyl)-6-methyl-N-(6-(tetrahydro-2H-pyran-2-yl)thiazolo[4,5-b]pyridin-2-yl)nicotinamide